[Cl-].[Cl-].C1(C=CC=C1)[Zr+2]C1(C=CC=C1)C (cyclopentadienyl)-(methylcyclopentadienyl)zirconium dichloride